BrCCC(CCCC)Br 1,3-dibromoheptane